methyl 4-(5-cyano-2-methoxyphenyl)-6-(trifluoromethyl)nicotinate C(#N)C=1C=CC(=C(C1)C1=CC(=NC=C1C(=O)OC)C(F)(F)F)OC